N=1C=CN2C1C=CC(=C2)CN2N=NC=1C2=NC(=CN1)C1=CC=C(C=C1)P(C)(C)=O (4-(1-(Imidazo[1,2-a]pyridin-6-ylmethyl)-1H-[1,2,3]triazolo[4,5-b]pyrazin-6-yl)-phenyl)dimethylphosphine Oxide